ClC1=C(C(=O)NC2(CC3=C4N(N=C3CC2)C=C(C=C4)C)C4=CC(=CC=C4)C(F)(F)F)C(=CC(=C1)N1N=C(N=C1)C)Cl 2,6-dichloro-4-(3-methyl-1H-1,2,4-triazol-1-yl)-N-{8-methyl-2-[3-(trifluoromethyl)phenyl]-1,2,3,4-tetrahydropyrido[1,2-b]indazol-2-yl}benzamide